N-(4-((8'-methyl-1',5'-dioxo-1',5'-dihydro-2'H-spiro[cyclohexane-1,3'-imidazo[1,5-a]pyrazin]-6'-yl)amino)pyridin-2-yl)cyclopropanecarboxamide CC1=C2N(C(C(=N1)NC1=CC(=NC=C1)NC(=O)C1CC1)=O)C1(NC2=O)CCCCC1